2-([1-[2-(azetidin-1-yl)phenyl]-5-(3-cyclobutoxy-phenyl)-1H-pyrazol-3-yl]methoxy)-2-methylpropanoic acid N1(CCC1)C1=C(C=CC=C1)N1N=C(C=C1C1=CC(=CC=C1)OC1CCC1)COC(C(=O)O)(C)C